2,4-Di-t-pentoxy-2,4,6,8-tetramethyl-cyclotetrasiloxane C(C)(C)(CC)O[Si]1(O[SiH](O[SiH](O[Si](O1)(C)OC(C)(C)CC)C)C)C